tert-butyl ((3R)-1-(6-(3-(4-(6-(3-azabicyclo[3.1.0]hexan-3-yl)pyrazin-2-yl)-1H-1,2,3-triazol-1-yl)oxetan-3-yl)pyridin-3-yl)piperidin-3-yl)(cyclobutylmethyl)carbamate C12CN(CC2C1)C1=CN=CC(=N1)C=1N=NN(C1)C1(COC1)C1=CC=C(C=N1)N1C[C@@H](CCC1)N(C(OC(C)(C)C)=O)CC1CCC1